(S)-N-(2-cyclopropyl-3-(4-fluorophenyl)-2-methylpropyl)-3-hydroxyisoxazole-5-carboxamide C1(CC1)[C@@](CNC(=O)C1=CC(=NO1)O)(CC1=CC=C(C=C1)F)C